[(7R,9aR)-7-phenyl-1,3,4,6,7,8,9,9a-octahydropyrido[1,2-a]pyrazin-2-yl]-[2-chloro-3-(pyridin-3-ylmethoxy)phenyl]methanone C1(=CC=CC=C1)[C@H]1CC[C@H]2N(CCN(C2)C(=O)C2=C(C(=CC=C2)OCC=2C=NC=CC2)Cl)C1